ethyl 1-(3-((tert-butoxycarbonyl)amino)propyl)-3-(methylsulfonamido)-1H-pyrazole-4-carboxylate C(C)(C)(C)OC(=O)NCCCN1N=C(C(=C1)C(=O)OCC)NS(=O)(=O)C